C(C1=CC=CC=C1)C=1C=NC(=NC1)C(CNC=1C=NN2C1C=CC(=C2)C=2C=NN(C2)C)NC 1-(5-Benzylpyrimidin-2-yl)-N1-methyl-N2-(6-(1-methyl-1H-pyrazol-4-yl)pyrazolo[1,5-a]pyridin-3-yl)ethane-1,2-diamine